CN1CC(C1)OC1=C(C(=CC=C1F)F)F 1-methyl-3-(2,3,6-trifluorophenoxy)azetidine